3-(acrylamidomethyl)-N-(cyclopropylsulfonyl)-1-(4-(trifluoromethyl)phenyl)-1,2,3,4-tetrahydroquinoline-5-carboxamide C(C=C)(=O)NCC1CN(C=2C=CC=C(C2C1)C(=O)NS(=O)(=O)C1CC1)C1=CC=C(C=C1)C(F)(F)F